COC=1C=C(C=CC1)N1CC2=CC=CC=C2CC1 2-(3-methoxyphenyl)-1,2,3,4-tetrahydroisoquinoline